BrC=1C(NC(N(C1)C=1N=C(OC1C1=CC=CC=C1)C1=CC=C(C=C1)F)=O)=O 5-bromo-1-(2-(4-fluorophenyl)-5-phenyloxazol-4-yl)pyrimidine-2,4(1H,3H)-dione